N-methyl-1,3-benzodioxol-ylbutanamine CNC(CCC)C1OC2=C(O1)C=CC=C2